CC1(OC[C@@H](N1C(=O)OC(C)(C)C)C1CCC(CC1)=O)C tert-butyl (S)-2,2-dimethyl-4-(4-oxocyclohexyl)oxazolidine-3-carboxylate